6-methyl-5-((1-methyl-6-((1-methyl-1H-pyrazol-4-yl)amino)-1H-pyrazolo[3,4-d]pyrimidin-3-yl)amino)nicotinic acid CC1=NC=C(C(=O)O)C=C1NC1=NN(C2=NC(=NC=C21)NC=2C=NN(C2)C)C